bis[4-(4-maleimidophenoxy)phenyl]decane C1(C=CC(N1C1=CC=C(OC2=CC=C(C=C2)C(CCCCCCCCC)C2=CC=C(C=C2)OC2=CC=C(C=C2)N2C(C=CC2=O)=O)C=C1)=O)=O